4-phenyl-1H-pyrrole-2,5-dione C1(=CC=CC=C1)C1=CC(NC1=O)=O